RAC-(1S,2S)-1-ISOPROPYLCYCLOPENTANE-1,2-DIOL Titanium (IV) chloride [Ti](Cl)(Cl)(Cl)Cl.C(C)(C)[C@@]1([C@H](CCC1)O)O |r|